[C@H]12COC[C@H](CC(C1)OC1=CC=C(N=N1)C1=C(C=C(C=C1)C=1C=NNC1)O)N2 2-(6-(((1R,5S,7r)-3-oxa-9-azabicyclo[3.3.1]nonan-7-yl)oxy)pyridazin-3-yl)-5-(1H-pyrazol-4-yl)phenol